ClC1=NC=2C(CCC3(C2C=C1)OCCO3)(O)OC3=CC=C(C=C3)Cl 2'-chloro-8'-(4-chlorophenoxy)-7',8'-dihydro-6'H-spiro[[1,3]dioxolane-2,5'-quinoline]-8'-ol